FC1(C[C@@H](C[C@@H](C1)CO)NC(OC(C)(C)C)=O)F tert-butyl N-[(1R,5S)-3,3-difluoro-5-(hydroxymethyl)cyclohexyl]carbamate